OC12C(C=3C=C(SC3N=C2N(CC1)C=1C=C(C#N)C=CC1)C)=O 3-{9-hydroxy-5-methyl-8-oxo-4-thia-2,12-diazatricyclo[7.3.0.03,7]dodeca-1,3(7),5-trien-12-yl}benzonitrile